COCC1N(CCC1)C(C#CC(SC)=O)(C)C S-methyl 4-[2-(methoxymethyl)pyrrolidin-1-yl]-4-methylpent-2-ynethioate